C(C)(C)OC1=CC(=NC=C1)C1=NSC(=N1)NC1=NC=C(C=C1N(C(C)=O)C)C(F)(F)F N-(2-(3-(4-isopropoxypyridin-2-yl)-1,2,4-thiadiazol-5-ylamino)-5-(trifluoromethyl)pyridin-3-yl)-N-methylacetamide